(Z)-1-[4-(Azepan-1-ylsulfonyl)phenyl]-3-(3,4-dihydroxyphenyl)prop-2-en-1-one N1(CCCCCC1)S(=O)(=O)C1=CC=C(C=C1)C(\C=C/C1=CC(=C(C=C1)O)O)=O